9-(4-chloro-2-fluoro-phenyl)-7-[2-[1-(2,2-difluoroethyl)-6-keto-3-pyridyl]tetrahydropyran-4-yl]-2,3-dimethyl-pyrimido[1,2-b]pyridazin-4-one ClC1=CC(=C(C=C1)C=1C=2N(N=C(C1)C1CC(OCC1)C1=CN(C(C=C1)=O)CC(F)F)C(C(=C(N2)C)C)=O)F